4-[7-[3-(azetidin-1-yl)propoxy]imidazo[1,2-a]pyridin-3-yl]-N-cyclopropyl-2-(difluoromethoxy)-6-methoxy-benzamide N1(CCC1)CCCOC1=CC=2N(C=C1)C(=CN2)C2=CC(=C(C(=O)NC1CC1)C(=C2)OC)OC(F)F